4-hydroxy-6-(1-methylpyrazol-4-yl)pyrazolo[1,5-a]pyridine-3-carbonitrile OC=1C=2N(C=C(C1)C=1C=NN(C1)C)N=CC2C#N